N[C@@H](C[C@H]1C(NCC1)=O)C(=O)C=1SC2=C(N1)C=CC=C2 (S)-3-((S)-2-amino-3-(benzo[d]thiazol-2-yl)-3-oxopropyl)pyrrolidin-2-one